C(CCCCC)(=O)[O-].C(CCCCC)(=O)[O-].C(CCCCC)[Sn+2]CCCCCC dihexyltin dicaproate